(1s,2R,5R)-5-(4-chlorobenzyl)-2-(chloromethyl)-2-methyl-1-(1H-1,2,4-triazol-1-ylmethyl)cyclopentanol uridine-5'-monophosphate disodium salt [Na+].[Na+].P(=O)([O-])(OC[C@@H]1[C@H]([C@H]([C@@H](O1)N1C(=O)NC(=O)C=C1)O)O)O[C@@]1([C@](CC[C@@H]1CC1=CC=C(C=C1)Cl)(C)CCl)CN1N=CN=C1.ClC1=CC=C(C[C@H]2CC[C@]([C@]2(OP(=O)([O-])OC[C@@H]2[C@H]([C@H]([C@@H](O2)N2C(=O)NC(=O)C=C2)O)O)CN2N=CN=C2)(CCl)C)C=C1